N-(2-(2,6-dioxopiperidin-3-yl)-1,3-dioxoisoindolin-5-yl)-6-oxo-6-(4-(4-(quinoxalin-2-yl)-1H-pyrazol-1-yl)piperidin-1-yl)hexanamide O=C1NC(CCC1N1C(C2=CC=C(C=C2C1=O)NC(CCCCC(N1CCC(CC1)N1N=CC(=C1)C1=NC2=CC=CC=C2N=C1)=O)=O)=O)=O